tert-Butyl 3-[(1R)-2-hydroxy-1-[[5-[4-(trifluoromethyl)phenoxy]naphthalene-2-carbonyl]amino]ethyl]azetidine-1-carboxylate OC[C@H](NC(=O)C1=CC2=CC=CC(=C2C=C1)OC1=CC=C(C=C1)C(F)(F)F)C1CN(C1)C(=O)OC(C)(C)C